C[C@H](CCC(=O)NCC(=O)[O-])[C@H]1CC[C@@H]2[C@@]1(CC[C@H]3[C@H]2[C@@H](C[C@H]4[C@@]3(CC[C@H](C4)O)C)O)C The molecule is a N-acylglycinate that is the conjugate base of glycochenodeoxycholic acid. It has a role as a human metabolite. It is a N-acylglycinate and a cholanic acid conjugate anion. It is a conjugate base of a glycochenodeoxycholic acid.